N-(2-(2-cyano-4,4-difluoropyrrolidin-1-yl)-2-oxoethyl)-6-(4-methoxystyryl)quinoline-4-carboxamide C(#N)C1N(CC(C1)(F)F)C(CNC(=O)C1=CC=NC2=CC=C(C=C12)C=CC1=CC=C(C=C1)OC)=O